FC1=C(CN2N=C(N=C2)C(=O)N[C@@H]2C(N(C=3N(CC2)N=C(C3)C)C)=O)C(=CC=C1)F (S)-1-(2,6-difluorobenzyl)-N-(2,4-dimethyl-5-oxo-5,6,7,8-tetrahydro-4H-pyrazolo[1,5-a][1,3]diazepin-6-yl)-1H-1,2,4-triazole-3-carboxamide